tert-Butyl-(3-{1-[5-acetyl-1-(oxan-4-yl)-4H,6H,7H-pyrazolo[4,3-c]pyridin-3-yl]-7-(difluoromethyl)-3,4-dihydro-2H-quinolin-6-yl}pyrrolo[3,2-c]pyridin-1-yl)acetic acid C(C)(C)(C)C(C(=O)O)N1C=C(C=2C=NC=CC21)C=2C=C1CCCN(C1=CC2C(F)F)C2=NN(C1=C2CN(CC1)C(C)=O)C1CCOCC1